S([O-])(O)=O.C(C1=CC=CC=C1)=O.[Na+] sodium benzaldehyde bisulfite salt